FC1=CC(=C(OC=2C(N(C=CC2C=2C3=C(C(N(C2)C)=O)NC=C3)CC(=O)N(C)C)=O)C(=C1)C)C 2-(3-(4-fluoro-2,6-dimethylphenoxy)-4-(6-methyl-7-oxo-6,7-dihydro-1H-pyrrolo[2,3-c]pyridin-4-yl)-2-oxopyridin-1(2H)-yl)-N,N-dimethylacetamide